BrC1=C2C(=NC=C1)N(N=C2)COCC[Si](C)(C)C 4-bromo-1-{[2-(trimethylsilyl)ethoxy]methyl}-1H-pyrazolo[3,4-b]pyridine